ClC1=CC=C(CNC=2C=NC=CC2)C=C1 3-[(4-chlorobenzyl)amino]pyridine